2-Methyl-N-(naphthalen-1-ylsulfonyl)-5-nitrobenzamide CC1=C(C(=O)NS(=O)(=O)C2=CC=CC3=CC=CC=C23)C=C(C=C1)[N+](=O)[O-]